(R)-4-((S)-6-(2,3-dichloro-6-hydroxyphenyl)-6,7-dihydro-5H-pyrrolo[2,1-c][1,2,4]triazol-3-yl)piperidin-2-one ClC1=C(C(=CC=C1Cl)O)[C@@H]1CC2=NN=C(N2C1)[C@H]1CC(NCC1)=O